6-(4-amino-3,5-difluoro-phenyl)-2-[[4-(dimethylamino)cyclohexyl]amino]-8-isopropyl-pteridin-7-one NC1=C(C=C(C=C1F)C1=NC=2C=NC(=NC2N(C1=O)C(C)C)NC1CCC(CC1)N(C)C)F